COC=C1CC2CCC(C1)O2 3-(methoxymethylidene)-8-oxabicyclo[3.2.1]octane